C1(CC1)C1=NC=NC(=C1C=1N=CC2=C(N(CCC(N2)=O)CC2=CC=C(C=C2)C=2N(C=C(N2)C(F)(F)F)C)N1)OC 2-(4-cyclopropyl-6-methoxypyrimidin-5-yl)-9-(4-(1-methyl-4-(trifluoromethyl)-1H-imidazol-2-yl)benzyl)-5,7,8,9-tetrahydro-6H-pyrimido[4,5-b][1,4]diazepin-6-one